2-((1-(3-(Cyclobutylmethyl)-6-methyl-2-morpholino-4-oxo-3,4-dihydroquinazolin-8-yl)ethyl)amino)benzoic acid C1(CCC1)CN1C(=NC2=C(C=C(C=C2C1=O)C)C(C)NC1=C(C(=O)O)C=CC=C1)N1CCOCC1